CN1[C@@H](CCC1)COC=1N=C(C2=C(N1)C=NC=C2)N2CCNCC2 [(2S)-1-methylpyrrolidin-2-yl]methoxyl-4-(piperazin-1-yl)pyrido[3,4-d]pyrimidine